CS(=O)(=O)CCN1CCN(CC1)CC1=C2C=C(N(C2=CC=C1)CC(F)(F)F)C#CCNC=1C=CC(=NC1)C(C#N)(C)C 2-(5-{[3-(4-{[4-(2-methanesulfonyl-ethyl)piperazin-1-yl]methyl}-1-(2,2,2-trifluoroethyl)-1H-indol-2-yl)prop-2-yn-1-yl]amino}pyridin-2-yl)-2-methylpropanenitrile